(2R)-N-methylpyrrolidine-2-carboxamide CNC(=O)[C@@H]1NCCC1